5-[(5RS)-5-(trifluoromethyl)-5-(2,4,6-trifluorophenyl)-4H-isoxazol-3-yl]Thiophene-2-carboxamide FC([C@@]1(CC(=NO1)C1=CC=C(S1)C(=O)N)C1=C(C=C(C=C1F)F)F)(F)F |r|